ClC=1C=CC=C2C=CC=C(C12)C1=C2C(=C3C(=NC(=NC3=C1)OC[C@]1(N(CCC1)C)C)N1C[C@@H](N(CC1)C(C(=C)F)=O)CC#N)OCCC2 2-((S)-4-(5-(8-chloronaphthalen-1-yl)-8-(((S)-1,2-dimethylpyrrolidin-2-yl)methoxy)-3,4-dihydro-2H-pyrano[2,3-f]quinazolin-10-yl)-1-(2-fluoroacryloyl)piperazin-2-yl)acetonitrile